C(CCCCCCCCC\C=C\CCCCCC)(=O)C(C(=O)O)CCCCCCCC\C=C\CCCCCC Vaccenoyl-(vaccenic acid)